1-Isochroman-5-yl-6-oxo-pyridine-3-carboxylic acid C1OCCC2=C(C=CC=C12)N1C=C(C=CC1=O)C(=O)O